(2-(3,8-diazabicyclo[3.2.1]oct-8-yl)-7,8-dihydro-1,6-naphthyridin-6(5H)-yl)(4-fluorophenyl)methanone C12CNCC(CC1)N2C2=NC=1CCN(CC1C=C2)C(=O)C2=CC=C(C=C2)F